2,5-dichlorobenzonitrile ClC1=C(C#N)C=C(C=C1)Cl